N-[1-[[[1-(4-cyanophenyl)ethyl]sulfonyl]methyl]propyl]carbamic acid C(#N)C1=CC=C(C=C1)C(C)S(=O)(=O)CC(CC)NC(O)=O